tert-butyl-((1-(iodomethyl)cyclopropyl)methoxy)dimethylsilane C(C)(C)(C)[Si](C)(C)OCC1(CC1)CI